5-methyl-N-[2-methyl-3-(4,4,5,5-tetramethyl-1,3,2-dioxaborolan-2-yl)phenyl]-6,7-dihydro-4H-thiazolo[5,4-c]pyridine-2-carboxamide CN1CC2=C(CC1)N=C(S2)C(=O)NC2=C(C(=CC=C2)B2OC(C(O2)(C)C)(C)C)C